[Br-].O1C(OCC1)C[P+](C1=CC=CC=C1)(C1=CC=CC=C1)C1=CC=CC=C1 (1,3-Dioxolan-2-ylmethyl)triphenylphosphonium bromide